6-(2-(6-Chloroimidazo[1,2-a]pyridin-3-yl)pyrimidin-4-yl)-2,6-diazaspiro[3.5]nonane-2-carboxylic acid tert-butyl ester C(C)(C)(C)OC(=O)N1CC2(C1)CN(CCC2)C2=NC(=NC=C2)C2=CN=C1N2C=C(C=C1)Cl